butylperoxy-butyl-peroxybutane C(CCC)OOC(CCC)OOCCCC